C(C=C)(=O)OCCCC n-butaneyl acrylate